(2s,4s)-1-(tert-butoxycarbonyl)-4-(difluoromethyl)pyrrolidine-2-carboxylic acid C(C)(C)(C)OC(=O)N1[C@@H](C[C@@H](C1)C(F)F)C(=O)O